1-[3-(hydroxyethyl)-6-[6-[(2-oxo-1-piperidyl)methyl]benzimidazol-1-yl]-2-pyridyl]-5-methyl-pyrazole-3-carbonitrile OCCC=1C(=NC(=CC1)N1C=NC2=C1C=C(C=C2)CN2C(CCCC2)=O)N2N=C(C=C2C)C#N